CN(S(=O)(=O)C)C1=CC(=NC=2N1N=CC2C2=CC=NN2C2OCCCC2)N2[C@@H](COCC2)C N-methyl-N-(5-((R)-3-methylmorpholino)-3-(1-(tetrahydro-2H-pyran-2-yl)-1H-pyrazol-5-yl)pyrazolo[1,5-a]pyrimidin-7-yl)methanesulfonamide